4-(allyloxy)benzoic acid C(C=C)OC1=CC=C(C(=O)O)C=C1